2-methyl-2-ethyl acetate C(C)(=O)OC(C)C